BrC=1C=C(C=2N(C1)C(=CN2)Cl)C(=O)OC methyl 6-bromo-3-chloroimidazo[1,2-a]pyridine-8-carboxylate